C[N+]1(CCC(CC1)C(=O)N)C 1,1-dimethyl-piperidin-1-ium-4-carboxamide